(R)-3-(5-((5-(2-amino-6-bromo-1H-benzo[d]imidazol-1-yl)-4-methylpentyl)oxy)-1-methyl-1H-pyrazol-4-yl)-4-fluorobenzoic acid NC1=NC2=C(N1C[C@@H](CCCOC1=C(C=NN1C)C=1C=C(C(=O)O)C=CC1F)C)C=C(C=C2)Br